(S)-(2-(bicyclo[1.1.1]pentan-1-yl)-7-methyl-3-phenyl-2,4,5,7-tetrahydro-6H-pyrazolo[3,4-c]pyridin-6-yl)(5-cyclopropyl-1-methyl-1H-pyrazol-4-yl)methanone C12(CC(C1)C2)N2N=C1[C@@H](N(CCC1=C2C2=CC=CC=C2)C(=O)C=2C=NN(C2C2CC2)C)C